FC1=NC=CC(=C1)C=1C(=NOC1C)C 4-(2-fluoro-4-pyridyl)-3,5-dimethyl-isoxazole